C(CCCCCCCCCCCCCCC)(=O)OCCCCCCCCCCCCCCCCCCCCCCCCCCCCCCCCCCCCCCCC tetracontyl palmitate